6-(cyclopropanecarboxamido)-N-methoxy-4-((2-(oxetan-3-yloxy)phenyl)amino)nicotinamide C1(CC1)C(=O)NC1=NC=C(C(=O)NOC)C(=C1)NC1=C(C=CC=C1)OC1COC1